5-((Dimethylamino)methyl)-1-(5-hydroxypentyl)-N,N-bis(4-methoxybenzyl)-1H-pyrazole-3-sulfonamide CN(C)CC1=CC(=NN1CCCCCO)S(=O)(=O)N(CC1=CC=C(C=C1)OC)CC1=CC=C(C=C1)OC